NC=1C=2N(C3=CC(=CC=C3N1)C(=O)N(CC1=NC=C(C=C1)C(F)(F)F)C(C)C1=NC=CC=N1)C=NC2 4-amino-N-(1-(pyrimidin-2-yl)ethyl)-N-((5-(trifluoromethyl)pyridin-2-yl)methyl)imidazo[1,5-a]quinoxaline-8-formamide